ClC=1N=C2N(N=CC(=C2C=2C(=NN(C2)C)Cl)NC(=O)NC=2C=NC(=C(C2)C#N)OC)C1 N-(2-chloro-8-(3-chloro-1-methyl-1H-pyrazol-4-yl)imidazo[1,2-b]pyridazin-7-yl)-N'-(5-cyano-6-methoxypyridin-3-yl)urea